2-chloro-1,3-thiazole-5-carbonyl chloride ClC=1SC(=CN1)C(=O)Cl